ClC=1C(=C(CN2[C@@H](C[C@@](CC2)(C(=O)O)CC2=NC(=C(C(=C2F)S(=O)(=O)C)F)NC2=NNC(=C2)C)C)C=CC1)F (2R,4R)-1-(3-chloro-2-fluorobenzyl)-4-((3,5-difluoro-6-((5-methyl-1H-pyrazol-3-yl)amino)-4-(methylsulfonyl)pyridin-2-yl)methyl)-2-methylpiperidine-4-carboxylic acid